BrC=1C(=NC=CC1F)C(F)(F)F 3-bromo-4-fluoro-2-(trifluoromethyl)pyridine